CN1N=C(C=C1C)NC1=NC=C(C(=N1)C1=CNC2=C(C=CC=C12)N1C(C=2C=CC=C(C2C1)C=1C=C2CNCC2=CC1)=O)C 2-(3-(2-((1,5-dimethyl-1H-pyrazol-3-yl)amino)-5-methylpyrimidin-4-yl)-1H-indol-7-yl)-[4,5'-biisoindolin]-1-one